(R)-N-(4-((1-(3-(difluoromethyl)-2-fluorophenyl)ethyl)amino)-2,5-dimethyl-7-oxo-7H-pyrano[2,3-d]pyrimidin-6-yl)acetamide FC(C=1C(=C(C=CC1)[C@@H](C)NC=1C2=C(N=C(N1)C)OC(C(=C2C)NC(C)=O)=O)F)F